1-(4-(((2R,4R)-2-(2,4-dichlorophenyl)-2-methyl-1,3-dioxolan-4-yl)methoxy)phenyl)-4-(4-nitrophenyl)piperazine ClC1=C(C=CC(=C1)Cl)[C@@]1(OC[C@H](O1)COC1=CC=C(C=C1)N1CCN(CC1)C1=CC=C(C=C1)[N+](=O)[O-])C